N-(3-bromo-5-(methylsulfonyl)phenyl)-1-(cyanomethyl)-5-(pyridin-2-yl)-1H-pyrrole-3-carboxamide BrC=1C=C(C=C(C1)S(=O)(=O)C)NC(=O)C1=CN(C(=C1)C1=NC=CC=C1)CC#N